Tert-butyl (S,Z)-(((tert-butoxycarbonyl)amino)(2-(3-(6-(cyclopentylmethoxy)naphthalen-2-yl)-1,2,4-oxadiazol-5-yl)pyrrolidin-1-yl)methylene)carbamate C(C)(C)(C)OC(=O)N/C(/N1[C@@H](CCC1)C1=NC(=NO1)C1=CC2=CC=C(C=C2C=C1)OCC1CCCC1)=N/C(OC(C)(C)C)=O